CC(=O)OCC(=O)C1CCC2C1(CCC3C2CC=C4C3(CCC(C4)O)C)C 5-pregnene-3β,21-diol-20-one 21-acetate